The molecule is a thia-alkylglucosinolic acid that consists of 1-thio-beta-D-glucopyranose having a 5-(methylsulfanyl)-N-(sulfooxy)pentanimidoyl group attached to the anomeric sulfur. It is a thia-alkylglucosinolic acid and an organic sulfide. It is a conjugate acid of a glucoerucin(1-). CSCCCC/C(=N/OS(=O)(=O)O)/S[C@H]1[C@@H]([C@H]([C@@H]([C@H](O1)CO)O)O)O